ethyl 3-phenyloxirane-2-carboxylate (ethylphenyl glycidate) C(C)C1C(C(=O)O)(O1)C1=CC=CC=C1.C1(=CC=CC=C1)C1C(O1)C(=O)OCC